C(C)C=1C(=CC=C2C(=CC=NC12)N1CCCC1)O D-8-ethyl-4-(pyrrolidin-1-yl)quinolin-7-ol